C1(=CC=CC2=CC=CC=C12)C=1C(=C(C=CC1NC1=CC=C(C=C1)C=C)C1=CC=C(C=C1)NC1=CC=C(C=C1)C=C)C1=CC=CC2=CC=CC=C12 di(naphthalen-1-yl)-N4,N4'-bis(4-vinylphenyl)biphenyl-4,4'-diamine